CC=1C(=C2C=CNC2=C(C1)C)C[C@H]1[C@@H](CCN(CC1)C)C1=CC=C(C(=O)O)C=C1 4-((4r,5r)-5-((5,7-dimethyl-1H-indol-4-yl)methyl)-1-methylazepan-4-yl)benzoic acid